4,4-difluoro-N-((1S,2R)-2-(6-fluoro-2,3-dimethylphenyl)-1-(5-oxo-4,5-dihydro-1,3,4-oxadiazol-2-yl)propyl)piperidine-1-sulfonamide FC1(CCN(CC1)S(=O)(=O)N[C@@H]([C@H](C)C1=C(C(=CC=C1F)C)C)C=1OC(NN1)=O)F